Terephthalamid C(C1=CC=C(C(=O)N)C=C1)(=O)N